(S)-N-[(R)-[5-chloro-4-cyclopropyl-2-(prop-2-en-1-yloxy)phenyl]([1-[(4R)-2,2-dimethyl-1,3-dioxolane-4-carbonyl]piperidin-4-yl])methyl]-2-methylpropane-2-sulfinamide ClC=1C(=CC(=C(C1)[C@H](N[S@@](=O)C(C)(C)C)C1CCN(CC1)C(=O)[C@@H]1OC(OC1)(C)C)OCC=C)C1CC1